5'-oxo-thymidine O=C([C@@H]1[C@H](C[C@@H](O1)N1C(=O)NC(=O)C(C)=C1)O)O